4-butyl-3-methylimidazolium bisulfate S([O-])(O)(=O)=O.C(CCC)C=1[N+](=CNC1)C